NC=1C=C(C=NC1)C=1CN(CC1)C(=O)OC(C)(C)C tert-butyl 3-(5-amino-3-pyridyl)-2,5-dihydropyrrole-1-carboxylate